N-(5-cyanopyridin-3-yl)-N-({5-[5-(difluoromethyl)-1,3,4-oxadiazol-2-yl]-1,3-thiazol-2-yl}methyl)-2-methylpropane-1-sulfonamide C(#N)C=1C=C(C=NC1)N(S(=O)(=O)CC(C)C)CC=1SC(=CN1)C=1OC(=NN1)C(F)F